O1C[C@H](CC1)CN1C[C@@H]2[C@H](C1)CC(C2)NC=2N=NC(=CC2)C2=C(C(=CC(=C2)F)F)F (3aR,5s,6aS)-2-(((R)-tetrahydrofuran-3-yl)methyl)-N-(6-(2,3,5-trifluorophenyl)pyridazin-3-yl)octahydrocyclopenta[c]pyrrol-5-amine